CN1C(N(C2=NC(=NC=C12)NC=1C(=CC=2N(C1)N=CN2)C)C2CC1(CC(C1)=O)C2)=O 7-Methyl-2-((7-methyl-[1,2,4]triazolo[1,5-a]pyridin-6-yl)amino)-9-(2-oxospiro[3.3]heptan-6-yl)-7,9-dihydro-8H-purin-8-one